(2R,4aR)-10-(2-((tert-butoxycarbonyl)amino)-5-fluorobenzo[d]thiazol-4-yl)-11-chloro-9-fluoro-2,6-dimethyl-5-oxo-1,2,4,4a,5,6-hexahydro-3H-pyrazino[1',2':4,5]pyrazino[2,3-c]quinoline C(C)(C)(C)OC(=O)NC=1SC2=C(N1)C(=C(C=C2)F)C=2C(=CC=1C3=C(C=NC1C2F)N(C([C@@H]2N3C[C@H](NC2)C)=O)C)Cl